1-(3-(6-((1,1-dimethyl-1,2,3,4-tetrahydroisoquinolin-6-yl)amino)-2-isopropyl-3-oxo-2,3-dihydro-1H-pyrazolo[3,4-d]pyrimidin-1-yl)phenyl)cyclopropane-1-carbonitrile CC1(NCCC2=CC(=CC=C12)NC1=NC=C2C(=N1)N(N(C2=O)C(C)C)C=2C=C(C=CC2)C2(CC2)C#N)C